N-(6-(4-(piperazin-1-ylmethyl)phenyl)quinolin-4-yl)benzo[d]thiazol-5-amine N1(CCNCC1)CC1=CC=C(C=C1)C=1C=C2C(=CC=NC2=CC1)NC=1C=CC2=C(N=CS2)C1